CN1N=C(C=C1C=1C(=NC=CC1C1=CC=CC=C1)N)C1=NC=CC=C1 (1-Methyl-3-(pyridin-2-yl)-1H-pyrazol-5-yl)-4-phenylpyridin-2-amine